(1-oxo-1,2-dihydroisoquinolin-4-yl-methyl)urea O=C1NC=C(C2=CC=CC=C12)CNC(=O)N